4-amidinophenyl-methanesulfonylfluoride ethyl-5-[(4-methoxyphenyl)methylamino]thieno[3,2-b]pyridine-2-carboxylate C(C)OC(=O)C1=CC2=NC(=CC=C2S1)NCC1=CC=C(C=C1)OC.C(N)(=N)C1=CC=C(C=C1)CS(=O)(=O)F